O[C@@H]1CN(CC1)C(=O)C1=CC2=C(NC(=N2)C2=CC(=CC=C2)C2(COC2)CC2=NN=CN2C)C(=C1)C(F)(F)F (S)-(3-Hydroxypyrrolidin-1-yl)(2-(3-(3-((4-methyl-4H-1,2,4-triazol-3-yl)methyl)oxetan-3-yl)phenyl)-7-(trifluoromethyl)-1H-benzo[d]imidazol-5-yl)methanone